FC(C)(F)C1=CC(=CC(=N1)NC1=CC(=NC=C1OCC)NC(C)=O)OC1CC(C1)OC N-(4-((6-(1,1-difluoroethyl)-4-(3-methoxycyclobutyl)oxypyridin-2-yl)amino)-5-ethoxypyridin-2-yl)acetamide